NC=1C2=C(N=CN1)N(C=C2C=2C(=C(C=CC2)NS(=O)(=O)C2=CC(=C(C=C2)Br)C)F)C N-[3-(4-amino-7-methyl-7H-pyrrolo[2,3-d]pyrimidin-5-yl)-2-fluoro-phenyl]-4-bromo-3-methyl-benzenesulfonamide